O=S1(CCN(CC1)C(=O)C=1C=C(CC2=NNC(C3=CC=CC=C23)=O)C=CC1F)=O 4-(3-(1,1-dioxothiomorpholine-4-carbonyl)-4-fluorobenzyl)phthalazin-1(2H)-one